α-methyl-2,6-dimethylstyrene CC(=C)C1=C(C=CC=C1C)C